(S)-2-amino-5-(2-chlorophenyl)-4-oxo-4,5-dihydrofuran-3-yl-5-d phenylmethanesulfonate C1(=CC=CC=C1)CS(=O)(=O)OC1=C(O[C@@](C1=O)([2H])C1=C(C=CC=C1)Cl)N